ClC1=CC=CC(=N1)N1N=C(C2=CC=CC=C12)NC=1C(=C2C=NN(C2=CC1)C1OCCCC1)F N-[1-(6-chloro-2-pyridinyl)indazol-3-yl]-4-fluoro-1-tetrahydropyran-2-yl-indazol-5-amine